C(=C)C1=NC=2N(C=C1)N=CC2C(=O)OCC Ethyl 5-vinylpyrazolo[1,5-a]pyrimidine-3-carboxylate